dioxolane-4-methanol O1COC(C1)CO